N[C@H](C(=O)O)CC1=CC=C(C=C1)OC(C)C1=CC2=C(OCO2)C=C1[N+](=O)[O-] (2S)-2-Amino-3-(4-(1-(6-nitrobenzo[d][1,3]dioxol-5-yl)ethoxy)phenyl)propanoic acid